methyl α-sulfopalmitate S(=O)(=O)(O)C(C(=O)OC)CCCCCCCCCCCCCC